(R)-3-(1-acetyl-4-(ethylamino)piperidin-4-yl)-5-((1-(3-(difluoromethyl)-2-fluorophenyl)ethyl)amino)-8-(3-(dimethylamino)prop-1-yn-1-yl)-1,7-dimethyl-1,6-naphthyridin-2(1H)-one C(C)(=O)N1CCC(CC1)(NCC)C=1C(N(C2=C(C(=NC(=C2C1)N[C@H](C)C1=C(C(=CC=C1)C(F)F)F)C)C#CCN(C)C)C)=O